CC(=CCO)CC\C=C(\CCC=C(C)C)/C (6E)-3,7,11-trimethyldodeca-2,6,10-trien-1-ol